(1r,3r)-3-(6-fluorobenzo[d]thiazol-4-yl)cyclobutan-1-ol FC1=CC2=C(N=CS2)C(=C1)C1CC(C1)O